5-(4-Fluoro-3-methylphenyl)-2-methoxy-4-[4-(5-methyl-1H-imidazol-4-yl)piperidin-1-yl]pyrimidine FC1=C(C=C(C=C1)C=1C(=NC(=NC1)OC)N1CCC(CC1)C=1N=CNC1C)C